NC=1C=NN(C1)C(C)C 4-amino-1-isopropylpyrazole